COC=1C=C(CS(=O)(=O)C2=CC(=C(C=C2)N2CCN(CC2)CCO)[N+](=O)[O-])C=CC1 2-(4-{4-[(3-methoxybenzyl)sulfonyl]-2-nitrophenyl}piperazin-1-yl)ethan-1-ol